2-(4-benzyloxy-6-chloro-pyrazolo[3,4-d]pyrimidin-1-yl)-5-fluoro-phenol C(C1=CC=CC=C1)OC1=C2C(=NC(=N1)Cl)N(N=C2)C2=C(C=C(C=C2)F)O